COC1=C(C(N(C(=C1)C)C)=O)C=1C=2N(C(=CC1)CCC(=O)O)C=CN2 3-(8-(4-methoxy-1,6-dimethyl-2-oxo-1,2-dihydropyridin-3-yl)imidazo[1,2-a]pyridin-5-yl)propanoic acid